ClC=1C(=NC(=NC1)N[C@H]1[C@@H](COCC1)O)C=1C=NN2C1C=CC(=C2C)C2CCN(CC2)C (3S,4R)-4-((5-chloro-4-(7-methyl-6-(1-methylpiperidin-4-yl)pyrazolo[1,5-a]pyridin-3-yl)pyrimidin-2-yl)amino)tetrahydro-2H-pyran-3-ol